1-Fluoroethen FC=C